(4-((3-(7-(((Z)-1-cyclopropyl-3-fluoropiperidin-4-yl)amino)-3-(2,2,2-trifluoroethyl)benzo[b]thiophen-2-yl)prop-2-yn-1-yl)amino)-3-methoxyphenyl)dimethylphosphine oxide C1(CC1)N1CC(C(CC1)NC1=CC=CC2=C1SC(=C2CC(F)(F)F)C#CCNC2=C(C=C(C=C2)P(C)(C)=O)OC)F